(S)-1-(3-(4-amino-5-((2-(cyclopropylamino)-6-fluorobenzo[d]oxazol-5-yl)ethynyl)-7H-pyrrolo[2,3-d]pyrimidin-7-yl)pyrrolidin-1-yl)prop-2-en-1-one NC=1C2=C(N=CN1)N(C=C2C#CC=2C(=CC1=C(N=C(O1)NC1CC1)C2)F)[C@@H]2CN(CC2)C(C=C)=O